C1=NC=CC=2NC=3C=C(C=CC3C21)C=2C=CC(=NC2)OC2CC(C2)O (1s,3s)-3-((5-(5H-pyrido[4,3-b]indol-7-yl)pyridin-2-yl)oxy)cyclobutanol